(2S)-2-amino-5-(N'-nitrocarbamoylimino)pentanoic acid N[C@H](C(=O)O)CCC=NC(N[N+](=O)[O-])=O